FC(OC1=C(C=CC(=C1)C(F)(F)F)C=1C=2N(C(=NN1)N[C@H]1CN(C[C@@H](C1)F)C)C=CC2F)F 1-[2-(difluoromethoxy)-4-(trifluoromethyl)phenyl]-8-fluoro-N-[(3r,5r)-5-fluoro-1-methylpiperidin-3-yl]pyrrolo[1,2-d][1,2,4]triazin-4-amine